NC=1C2=C(N=CN1)N(C=C2C2=CC(=C(C=C2)NC(=O)NC2=CC(=NO2)C2(CC2)C(F)(F)F)F)C2CN(C2)C 1-(4-(4-amino-7-(1-methylazetidin-3-yl)-7H-pyrrolo[2,3-d]pyrimidin-5-yl)-2-fluorophenyl)-3-(3-(1-(trifluoromethyl)cyclopropyl)isoxazol-5-yl)urea